C1(CC1)C=1C(=CC=2N(N1)C(=CN2)C2=C(C=C(C(=N2)N[C@@H]2CC(CN(C2)C(=O)OC(C)(C)C)(F)F)F)F)OC tert-butyl (R)-5-[[6-(6-cyclopropyl-7-methoxy-imidazo[1,2-b]pyridazin-3-yl)-3,5-difluoro-2-pyridyl]amino]-3,3-difluoro-piperidine-1-carboxylate